COC1=C(C=C(C=N1)C(C)=O)C(F)(F)F 1-(6-methoxy-5-(trifluoromethyl)pyridin-3-yl)ethanone